3β-acetoxycholan-5(6),22(23)-diene-24-oic acid C(C)(=O)O[C@@H]1CC2=CC[C@H]3[C@@H]4CC[C@H]([C@@H](C=CC(=O)O)C)[C@]4(CC[C@@H]3[C@]2(CC1)C)C